FC1(CNCCC1N1C(NC=2C=NC=3C=CC=CC3C21)=O)F 1-(3,3-Difluoropiperidin-4-yl)-imidazo[4,5-c]quinolin-2-one